CC=1C2=C(OC1)C=C1C(C(=CC(C1=C2)=O)CC(C)=O)=O 3-methyl-7-(2'-oxopropyl)naphtho[2,3-b]furan-5,8-dione